ClC1=C(C=CC=C1OC)C(C)N1CCC1 1-[1-(2-chloro-3-methoxyphenyl)ethyl]azetidin